The molecule is an amino acid amide obtained by the formal condensation of the carboxy group of 4-carbamoyl-2,6-dimethyl-L-phenylalanine with the secondary amino group of 2-methoxy-5-({[(1S)-1-(4-phenylimidazol-2-yl)ethyl]amino}methyl)benzoic acid. It has mixed opioid receptor activity and is used for treatment of irritable bowel syndrome with diarrhoea. It has a role as a mu-opioid receptor agonist, a delta-opioid receptor antagonist, a kappa-opioid receptor agonist and a gastrointestinal drug. It is a member of imidazoles, a methoxybenzoic acid, a member of benzamides, a L-phenylalanine derivative and an amino acid amide. CC1=CC(=CC(=C1C[C@@H](C(=O)N(CC2=CC(=C(C=C2)OC)C(=O)O)[C@@H](C)C3=NC=C(N3)C4=CC=CC=C4)N)C)C(=O)N